NC1=NC=CC(=C1Cl)SC=1C=2N(C(=NC1CF)N1CCC3(CC1)[C@@H](C1=CC=CC=C1C3)N)C=CN2 (S)-1'-(8-((2-amino-3-chloropyridin-4-yl)thio)-7-(fluoromethyl)imidazo[1,2-c]pyrimidin-5-yl)-1,3-dihydrospiro[inden-2,4'-piperidin]-1-amine